[I-].CC12NC3CC(CC(C1)C3)C2 5-methyl-4-azaadamantane iodide